C1(=CC=C(C=C1)OC([C@H](O)[C@@H](O)C(=O)O)=O)C dl-O-p-tolyl-L-tartaric acid